6-((((S)-1-(6-aminopyridin-3-yl)piperidin-3-yl)((2-methoxypyridin-4-yl)methyl)amino)methyl)-9-fluoro-3,10-dimethyl-2H-[1,4]oxazino[2,3,4-ij]quinolin-7(3H)-one NC1=CC=C(C=N1)N1C[C@H](CCC1)N(CC1=CC(=NC=C1)OC)CC1=CN2C3=C(C(=C(C=C3C1=O)F)C)OCC2C